6-amino-2-oxo-3,4-dihydro-1H-quinoline-7-carbonitrile NC=1C=C2CCC(NC2=CC1C#N)=O